N'-tetraphenylbenzenediamine C1(=CC=CC2=CC=C3C=C4C=CC=CC4=CC3=C12)NC=1C(=CC=CC1)N